CN1C(C(C2=CC=CC=C12)(C)CC(CCCC(C)=O)=O)=O 1-(1,3-Dimethyl-2-oxoindolin-3-yl)heptane-2,6-dione